4-(10-bromodecyloxy)-4'-octoxyazobenzene BrCCCCCCCCCCOC1=CC=C(C=C1)N=NC1=CC=C(C=C1)OCCCCCCCC